6-(prop-2-yn-1-yloxy)hexanoic acid C(C#C)OCCCCCC(=O)O